1-(3-ethyl-2,6-dioxo-1-propyl-8-(1-(3-(trifluoromethyl)benzyl)-1H-pyrazol-4-yl)-1,2,3,6-tetrahydro-7H-purin-7-yl)propyl propyl carbonate C(OC(CC)N1C(=NC=2N(C(N(C(C12)=O)CCC)=O)CC)C=1C=NN(C1)CC1=CC(=CC=C1)C(F)(F)F)(OCCC)=O